[B+3].[B+3].C(C(C)(C)C)C(C(=O)[O-])O.C(C(C)(C)C)C(C(=O)[O-])O bis(neopentylglycolate) diboron